OC(CNC(C=CC=CC=CC=CCCC)=O)(C)C 10E-dodecatetraenoic acid-N-(2-hydroxy-2-methylpropyl) amide